N1CCC2=CC(=CC=C12)NC([O-])=O indolin-5-ylcarbamate